ClC1=C2C(C=CN(C2=CC(=C1)C1=NC(=NC=C1Cl)N[C@H]1[C@@H](COCC1)O)C(C)C)=O 5-chloro-7-(5-chloro-2-(((3S,4R)-3-hydroxytetrahydro-2H-pyran-4-yl)amino)pyrimidin-4-yl)-1-isopropylquinolin-4(1H)-one